tert-butyl (R)-((5-(4-cyanophenyl)isochroman-1-yl)methyl)carbamate C(#N)C1=CC=C(C=C1)C1=C2CCO[C@H](C2=CC=C1)CNC(OC(C)(C)C)=O